4'-(5-chloro-2-methoxyphenyl)-N-(6,7-dihydro-4H-pyrano[4,3-d]thiazol-2-yl)-4-methyl-2-oxo-2H-[1,2'-bipyridine]-5'-carboxamide ClC=1C=CC(=C(C1)C1=CC(=NC=C1C(=O)NC=1SC2=C(N1)CCOC2)N2C(C=C(C=C2)C)=O)OC